bis(2,2,6,6-tetramethyl-4-piperidyl) malonate C(CC(=O)OC1CC(NC(C1)(C)C)(C)C)(=O)OC1CC(NC(C1)(C)C)(C)C